ethyl 2-((2-carbamoyl-4-chlorophenyl) amino)-2-oxoacetate C(N)(=O)C1=C(C=CC(=C1)Cl)NC(C(=O)OCC)=O